C(C)C=1N=C2N(C=C(C=C2)I)C1N(C)C=1SC=C(N1)C1=CC=C(C=C1)OC (2-Ethyl-6-iodo-imidazo[1,2-a]pyridin-3-yl)-[4-(4-methoxy-phenyl)-thiazol-2-yl]-methyl-amine